8-fluoro-6-hydroxy-7-(1,1,4-trioxo-1λ6,2,5-thiadiazolidin-2-yl)-1,2,3,4-tetrahydronaphthalen-2-yl phenylcarbamate C1(=CC=CC=C1)NC(OC1CC2=C(C(=C(C=C2CC1)O)N1S(NC(C1)=O)(=O)=O)F)=O